N[C@@]1(CN(CC1)C1=C(C=NC(=C1C1=CC(=CC(=C1)F)OC(F)F)OC)C(=O)N[C@H](C(F)(F)F)C)C 4-[(3S)-3-amino-3-methylpyrrolidin-1-yl]-5-[3-(difluoromethoxy)-5-fluorophenyl]-6-methoxy-N-[(2S)-1,1,1-trifluoropropan-2-yl]pyridine-3-carboxamide